5-{[9-chloro-7-(5-fluoroindol-1-yl)-3,5-dihydro-2H-1,4-benzoxazepin-4-yl]methyl}pyrimidin-2-amine ClC1=CC(=CC=2CN(CCOC21)CC=2C=NC(=NC2)N)N2C=CC1=CC(=CC=C21)F